ClC1=CC=C(C=C1)NC=CC1=C(C(=NO1)C1=C(C=CC=C1Cl)Cl)C(=O)OC 5-[2-(4-Chlorophenylamino)vinyl]-4-methoxycarbonyl-3-(2,6-dichlorophenyl)isoxazole